N-(3-(7-Fluoro-5-oxo-1-thioxo-1,2-dihydro-[1,2,4]triazolo[4,3-a]quinazolin-4(5H)-yl)propyl)-2-morpholinoacetamide FC=1C=C2C(N(C=3N(C2=CC1)C(NN3)=S)CCCNC(CN3CCOCC3)=O)=O